ClC=1C(=C(N=NC1)C(=O)NC([2H])([2H])[2H])NC1=NC=CC=2C=3C(CN(C12)C)=NN(N3)C chloro-4-((2,5-dimethyl-4,5-dihydro-2H-[1,2,3]triazolo[4,5-c][1,7]naphthyridin-6-yl)amino)-N-(methyl-d3)pyridazine-3-carboxamide